Fluoro-ribose FC(=O)[C@H](O)[C@H](O)[C@H](O)CO